2-amino-N-((6-cyclopropyl-3-pyridazinyl)methyl)-3-iodo-N-((1R)-1-(2-pyrimidinyl)ethyl)-6-quinolinecarboxamide NC1=NC2=CC=C(C=C2C=C1I)C(=O)N([C@H](C)C1=NC=CC=N1)CC=1N=NC(=CC1)C1CC1